6,8-Difluoro-3,4-dihydronaphthalen-1(2H)-one o-toluenesulfonyl oxime CC=1C(=CC=CC1)S(=O)(=O)ON=C1CCCC2=CC(=CC(=C12)F)F